OC1=C(C=CC(=C1)OC)C1=NC(=NC(=N1)C1=CC=CC=C1)C1=CC=CC=C1 2-(2-hydroxy-4-methoxy-phenyl)-4,6-diphenyl-1,3,5-triazine